(R)-5-(2-(dimethylamino)ethoxy)-2-methyl-N-(1-(3-(1-methyl-1H-indazol-5-yl)-5-(1-methyl-1H-pyrazol-4-yl)phenyl)ethyl)benzamide CN(CCOC=1C=CC(=C(C(=O)N[C@H](C)C2=CC(=CC(=C2)C=2C=NN(C2)C)C=2C=C3C=NN(C3=CC2)C)C1)C)C